ClC=1C=C(C=CC1C)NC(C1=C(C=CC(=C1)C=1OC(=CC1)C=O)O)=O N-(3-Chloro-4-methylphenyl)-5-(5-formyl-2-furanyl)-2-hydroxybenzamide